BrC=1C(=CN2N=CN=C(C21)N[C@H](C(=O)OC)CC2=C(C=CC=C2)OCC2CC2)C2=CC=C(C=C2)F methyl (2S)-2-[[5-bromo-6-(4-fluorophenyl)-pyrrolo[2,1-f][1,2,4]triazin-4-yl]amino]-3-[2-(cyclopropylmethoxy)phenyl]propanoate